(1S,2R,5R)-3-tert-butoxycarbonyl-3-azabicyclo[3.1.0]hexane-2-carboxylic acid C(C)(C)(C)OC(=O)N1[C@H]([C@H]2C[C@H]2C1)C(=O)O